ClC1=C2N(C(C(=N1)NCC1=CC(=CC(=C1)C)C)=O)[C@@H](C[C@@H]2CC)C(=O)O (6S,8S)-1-chloro-3-((3,5-dimethylbenzyl)amino)-8-ethyl-4-oxo-4,6,7,8-tetrahydropyrrolo[1,2-a]pyrazine-6-carboxylic acid